6-(4-methoxypyridin-3-yl)-4-methyl-1-(4-((2R,3S)-2-methyl-3-((methylsulfonyl)methyl)azetidin-1-yl)-[2,2'-bipyridin]-6-yl)-1H-pyrazolo[4,3-c]pyridine COC1=C(C=NC=C1)C1=CC2=C(C(=N1)C)C=NN2C2=CC(=CC(=N2)C2=NC=CC=C2)N2[C@@H]([C@H](C2)CS(=O)(=O)C)C